C(\C=C\C)(=O)N1CCC(CC1)(C1=C(C(=CC=C1)Cl)C)NC1=CC=C2C=CN(C(C2=C1)=O)C 7-({1-[(2E)-But-2-enoyl]-4-(3-chloro-2-methylphenyl)piperidin-4-yl}amino)-2-methylisoquinolin-1-one